C1(=CC=CC=C1)N1NC(CC1)=O 1-phenyl-3-Pyrazolidone